tert-butyl (S)-2-(6-(5-methyl-7H-pyrrolo[2,3-c]pyridazin-3-yl)-2-((S)-3,3,3-trifluoro-2-hydroxy-2-methylpropanoyl)-1,2,3,4-tetrahydroisoquinolin-8-yl)pyrrolidine-1-carboxylate CC1=CNC=2N=NC(=CC21)C=2C=C1CCN(CC1=C(C2)[C@H]2N(CCC2)C(=O)OC(C)(C)C)C([C@](C(F)(F)F)(C)O)=O